N-(2,3-dihydroxypropyl)acetamide OC(CNC(C)=O)CO